1,2-di-(9Z,12Z,15Z-octadecatrienoyl)-sn-glycero-3-phospho-(1'-sn-glycerol) CC/C=C\C/C=C\C/C=C\CCCCCCCC(=O)OC[C@H](COP(=O)(O)OC[C@H](CO)O)OC(=O)CCCCCCC/C=C\C/C=C\C/C=C\CC